(1R,2R,3R,4S)-3-ethylbicyclo[2.2.1]heptan-2-amine hydrochloride Cl.C(C)[C@H]1[C@@H]([C@@H]2CC[C@H]1C2)N